N-[5-[5-methyl-3-[[(2R)-1-methylazetidin-2-yl]methoxy]isoxazol-4-yl]pyrazolo[1,5-a]pyridin-2-yl]cyclopropanecarboxamide CC1=C(C(=NO1)OC[C@@H]1N(CC1)C)C1=CC=2N(C=C1)N=C(C2)NC(=O)C2CC2